FC1=C(C=CC(=C1)N(C)C)C1=CC=C(C=C1)[N+](=O)[O-] fluoro-N,N-dimethyl-4'-nitrobiphenyl-4-amine